racemic-2,3-dibromosuccinic acid BrC(C(=O)O)C(C(=O)O)Br